C([O-])([O-])=O.[NH4+].FC1=CC(=CC(=C1)SC)I.[NH4+] 1-Fluoro-3-iodo-5-(methylthio)benzene ammonium carbonate